C(CCCCCCCCCC)NC(CCNCCNCCNCCNCCC(=O)NCCCCCCCCCCC)=O N1,N16-diundecyl-4,7,10,13-tetraazahexadecane-1,16-diamide